[6-bromo-8-(2-hydroxy-2-propanyl)imidazo[1,2-a]pyridin-2-yl](3'-hydroxy-1,4-dihydro-1'H,2H-spiro[isoquinoline-3,4'-piperidin]-1'-yl)methanone BrC=1C=C(C=2N(C1)C=C(N2)C(=O)N2CC(C1(CC2)NCC2=CC=CC=C2C1)O)C(C)(C)O